benzyl (S)-methyl(6-morpholino-2,3-dihydrobenzofuran-3-yl)carbamate CN(C(OCC1=CC=CC=C1)=O)[C@@H]1COC2=C1C=CC(=C2)N2CCOCC2